C(C=C)(=O)N1C(CCCCC1)C1=NC(=C2N1C=CN=C2N)C2=CC=C(C(=O)NC1=NC=CC=C1)C=C2 4-(3-(1-Acryloylazepan-2-yl)-8-aminoimidazo[1,5-a]pyrazin-1-yl)-N-(pyridin-2-yl)benzamide